FC=1C(=NC(=NC1)NC1CCC(CC1)N)C1=CN=C2N1C=C(C=C2)C (1r,4r)-N1-(5-Fluoro-4-(6-methylimidazo[1,2-a]pyridin-3-yl)pyrimidin-2-yl)cyclohexane-1,4-diamine